1,3-dibenzyl-1H-benzo[d]imidazol-3-ium hydrogen carbonate C(O)([O-])=O.C(C1=CC=CC=C1)N1C=[N+](C2=C1C=CC=C2)CC2=CC=CC=C2